ClC=1C=C(C=CC1)C=1N=C(C2=C(N1)NC=C2I)OC (3-chlorophenyl)-5-iodo-4-methoxy-7H-pyrrolo[2,3-d]pyrimidine